CC=1C=CN2C1C(=NC1=CC(=CC=C21)C(=O)OC)C2=CC=C(C=C2)C(F)(F)F methyl 3-methyl-4-(4-(trifluoromethyl)phenyl)pyrrolo[1,2-a]quinoxaline-7-carboxylate